2-(4-fluorophenyl)-6-methyl-3-oxo-2,3-dihydropyridazine-4-carboxylic acid FC1=CC=C(C=C1)N1N=C(C=C(C1=O)C(=O)O)C